N1=CC=C(C=C1)CNC(NC1=CC=C(C=C1)NS(=O)(=O)CC1=CC(=CC=C1)OC(F)(F)F)=O N-(4-(3-(pyridin-4-ylmethyl)ureido)phenyl)-1-(3-(trifluoromethoxy)phenyl)methanesulfonamide